CN1CCN(CC1)C(C(=O)NC=1C=CC=C2C(=CNC12)C1=CC(=NC=C1)NC(=O)C1CC1)C N-(4-(7-(2-(4-Methylpiperazin-1-yl)propanamido)-1H-indol-3-yl)pyridin-2-yl)cyclopropancarboxamid